cysteine-azide N[C@@H](CS)C(=O)N=[N+]=[N-]